C(C)(=O)C=1C(NC2=CN=CC=C2C1C1=CC=CC=C1)=O 3-acetyl-4-phenyl-1,2-dihydro-1,7-naphthyridin-2-one